pentyl (7-((3aR,4R,6R,6aR)-6-(((tert-butyldiphenylsilyl)oxy)methyl)-4-cyano-2,2-dimethyltetrahydrofuro[3,4-d][1,3]dioxol-4-yl)pyrrolo[2,1-f][1,2,4]triazin-4-yl)carbamate [Si](C1=CC=CC=C1)(C1=CC=CC=C1)(C(C)(C)C)OC[C@H]1O[C@@]([C@H]2[C@@H]1OC(O2)(C)C)(C#N)C2=CC=C1C(=NC=NN12)NC(OCCCCC)=O